5-methyl-N-[(3S)-2-oxo-5-phenyl-1,3-dihydro-1,4-benzodiazepine-3-yl]-6,7-dihydro-5H-pyrazolo[5,1-b][1,3]Oxazine-3-carboxamide CC1CCN2C(O1)=C(C=N2)C(=O)N[C@@H]2C(NC1=C(C(=N2)C2=CC=CC=C2)C=CC=C1)=O